3,3-Dimethyl-N-[1-(4-pyrrol-1-yl-benzyl)-2,3-dihydro-1H-indol-5-yl]-butyramide CC(CC(=O)NC=1C=C2CCN(C2=CC1)CC1=CC=C(C=C1)N1C=CC=C1)(C)C